C(C)C1=C(C=NN1C(C)C)O 5-ethyl-4-hydroxy-1-isopropyl-pyrazol